2-Chloro-5-methyl-N4-(3-ethoxyphenyl)pyrimidin-4-amine ClC1=NC=C(C(=N1)NC1=CC(=CC=C1)OCC)C